C1(CC1)C=1C=CC(=C(C1)C1=CC2=C(OCCN2C2=CC(=NC=C2)N)C=N1)F 4-[7-(5-Cyclopropyl-2-fluorophenyl)-1H,2H,3H-pyrido[3,4-b][1,4]oxazin-1-yl]pyridin-2-amine